CC=1C=C(N=NC1N1CCC(CC1)OC=1C=NC=CC1)C(=O)NCC1=CC=NC=C1 5-methyl-N-(pyridin-4-ylmethyl)-6-[4-(pyridin-3-yloxy)piperidin-1-yl]pyridazine-3-carboxamide